ClC=1C=C(C=C(C1)Cl)NC1=NC2=CC=CC=C2C(=N1)NC1=CC=C(C=C1)N(CC)CC N2-(3,5-dichlorophenyl)-N4-(4-(diethylamino)phenyl)quinazoline-2,4-diamine